(1S,6R,8R,9R-10R,15R,18R)-8,18-bis(6-amino-9H-purin-9-yl)-9-fluoro-3,12-dihydroxy-2,4,7,11,13,16-hexaoxa-3λ5,12λ5-diphosphatricyclo[13.3.0.06,10]octadecane-3,12-dione NC1=C2N=CN(C2=NC=N1)[C@@H]1O[C@@H]2COP(O[C@H]3[C@@H](CO[C@@H]3COP(O[C@H]2[C@H]1F)(=O)O)N1C2=NC=NC(=C2N=C1)N)(=O)O